F[C@H]1[C@@H](O[C@@H]([C@H]1O)CO)N1C(=O)N=C(N)C=C1 2'-fluorodeoxycytidine